N,N-didodecyl-monomethylamine C(CCCCCCCCCCC)N(CCCCCCCCCCCC)C